O[C@H](CO)C1=C(C=C(C=2N=COC21)C2=CC=C(C=C2)C(F)(F)F)CNC(C=C)=O (S)-N-((7-(1,2-dihydroxyethyl)-4-(4-(trifluoromethyl)phenyl)benzo[d]oxazol-6-yl)methyl)acrylamide